4-(2-phenyl-1-(pyridin-2-yl)-1H-imidazole-4-carbonyl)-1,4-diazepan-2-one C1(=CC=CC=C1)C=1N(C=C(N1)C(=O)N1CC(NCCC1)=O)C1=NC=CC=C1